(S)-(4-(2,6-difluoro-4-(1-hydroxyethyl)phenyl)thiophen-2-yl)boronic acid FC1=C(C(=CC(=C1)[C@H](C)O)F)C=1C=C(SC1)B(O)O